para-methylphenoxyacetaldehyde CC1=CC=C(OCC=O)C=C1